N-(5-{6-[2-(2-Cyano-7-fluoro-4-methoxy-indol-1-yl)-ethylamino]-pyrimidin-4-yl}-3-ethoxy-thiophene-2-carbonyl)-methanesulfonamide C(#N)C=1N(C2=C(C=CC(=C2C1)OC)F)CCNC1=CC(=NC=N1)C1=CC(=C(S1)C(=O)NS(=O)(=O)C)OCC